FC1=CC=C(C=C1)C=CS(=O)(=O)C1=CC=CC=C1 1-fluoro-4-(2-(phenylsulfonyl)vinyl)benzene